C(#N)C1=CC(=C(COC2=CC=CC(=N2)C2=CC(=C(CC3=NC4=C(N3CCOC)C=C(C=C4)C(=O)OC(C)(C)C)C=C2F)F)C=C1)F tert-butyl 2-(4-(6-((4-cyano-2-fluorobenzyl)oxy)pyridin-2-yl)-2,5-difluorobenzyl)-1-(2-methoxyethyl)-1H-benzo[d]imidazole-6-carboxylate